C(C(C)C)C1(C=CC=C1)[Zr](N(CC)CC)(N(CC)CC)N(CC)CC (isobutylcyclopentadienyl)tris(diethylamino)zirconium